CN(C)CC1CN(C1)C1=CC(=C(C=C1)NC(=O)C1=NC(=NC=C1)F)N1CCC(CC1)(C)C N-(4-(3-((Dimethylamino)methyl)azetidin-1-yl)-2-(4,4-dimethylpiperidin-1-yl)phenyl)-2-fluoropyrimidine-4-carboxamide